C(C)OC(=O)C=1SC2=C(C1Br)C=C(C(=C2)Cl)F 3-Bromo-6-chloro-5-fluoro-1-benzothiophene-2-carboxylic acid ethyl ester